C(C)C(CP(OCC(CCCC)CC)([O-])=O)CCCC Mono-2-ethylhexyl (2-Ethylhexyl)phosphonat